BrC1=C(N=C(S1)CBr)C1=CC=C(C=C1)F 5-bromo-2-(bromomethyl)-4-(4-fluorophenyl)thiazole